C1(CC2C(CC1)O2)CC[Si](OCC)(OCC)OCC beta-(3,4-epoxycyclohexyl)-ethyl-triethoxysilane